Tert-butyl 4-((trimethylsilyl) ethynyl)-3,6-dihydropyridine-1(2H)-carboxylate C[Si](C)(C)C#CC=1CCN(CC1)C(=O)OC(C)(C)C